BrC=1C(=NC(=NC1)NC1=C(C=C(C(=C1)Cl)N1CCC(CC1)N1CCN(CC1)C)OC)NC=1C(=CC2=C(OCO2)C1)NS(=O)(=O)C N-(6-((5-bromo-2-((5-chloro-2-methoxy-4-(4-(4-methylpiperazin-1-yl)piperidine-1-yl)phenyl)amino)pyrimidin-4-yl)amino)benzo[d][1,3]dioxol-5-yl)methanesulfonamide